4-{3-chloro-4-[(1-hydroxycyclopropyl)methoxy]-5-methylphenyl}-3-methyl-4-oxobutanoic acid methyl ester COC(CC(C(=O)C1=CC(=C(C(=C1)C)OCC1(CC1)O)Cl)C)=O